C1(=CC=CC=C1)P(C1=CC=CC=C1)C=1C(=C(C2=CC=CC=C2C1)C1=CC=CC2=CC=CC=C12)P(C1=CC=CC=C1)C1=CC=CC=C1 bis(diphenylphosphino)-1,1-binaphthyl